C(C)OC(=O)C1C(C1C(C)=O)(C)C 3-acetyl-2,2-dimethylcyclopropane-1-carboxylic acid ethyl ester